dichloro-sulfanilamide ClN(C1=CC=C(S(=O)(=O)N)C=C1)Cl